5-((2-(azetidin-1-ylmethyl)-6-fluorobenzyl)amino)-N-(isothiazol-3-yl)-4-methylpyridine-2-sulfonamide trifluoroacetic acid salt FC(C(=O)O)(F)F.N1(CCC1)CC1=C(CNC=2C(=CC(=NC2)S(=O)(=O)NC2=NSC=C2)C)C(=CC=C1)F